CO[Si](CCCN)(C)OC 3-(dimethoxy(methyl)silyl)propan-1-amine